OC[C@H](C[C@H]1C(NCC1)=O)NC(C(C(C(C)C)(C)C)NC(OCC1=CC=CC=C1)=O)=O benzyl (1-(((S)-1-hydroxy-3-((S)-2-oxopyrrolidin-3-yl)propan-2-yl)amino)-3,3,4-trimethyl-1-oxopentan-2-yl)carbamate